4-chloro-1-methyl-pyrazolo[4,3-c]pyridine ClC1=NC=CC2=C1C=NN2C